methyl-6-(2-(8-(2-(dimethylamino)-3-(4-methoxy-4-oxobutoxy)propoxy)octyl)cyclopropyl)hexanoate COC(CCCCCC1C(C1)CCCCCCCCOCC(COCCCC(=O)OC)N(C)C)=O